C(C)OC(=O)C1=CC2=NC(=CC(=C2N1)Cl)Br 5-bromo-7-chloro-1H-pyrrolo[3,2-b]pyridine-2-carboxylic acid ethyl ester